O1COC2=C1C=CC(=C2)NS(=O)(=O)C=2C=C(C(=O)NC1=CC(=C(C=C1)OC)Cl)C=CC2 3-(N-(benzo[d][1,3]dioxol-5-yl)sulfamoyl)-N-(3-chloro-4-methoxyphenyl)benzamide